4,5-dihydrofuran-3-boronic acid pinacol ester O1C=C(CC1)B1OC(C)(C)C(C)(C)O1